FC(C1=CC2=C(NC(CCC2)=O)C=C1)(F)F 7-trifluoromethyl-1,3,4,5-tetrahydro-2H-benzo[b]azepin-2-one